C1(CC1)NC(C1=CC(=C(C=C1)C)C=1C=NN(C1)C1=CN=C2N1C=C(C=C2)OC)=O N-cyclopropyl-3-(1-{6-methoxyimidazo[1,2-a]pyridin-3-yl}-1H-pyrazol-4-yl)-4-methylbenzamide